2-Amino-6-(4,4-difluoro-1-((5-methoxy-7-methyl-1H-indol-4-yl)methyl)piperidin-2-yl)nicotinic acid NC1=C(C(=O)O)C=CC(=N1)C1N(CCC(C1)(F)F)CC1=C2C=CNC2=C(C=C1OC)C